CC=1C=CC=C2C=CN=C(C12)N(C(=O)N1CCC(CC1)C1=CC(=NO1)C(=O)OCC)[C@H]1CNCCC1 ethyl (R)-5-(1-((8-methylisoquinolin-1-yl)(piperidin-3-yl) carbamoyl)piperidin-4-yl)isoxazole-3-carboxylate